NCC(C)(S)C 1-amino-2-methyl-2-propanethiol